COC=1C=C(C=CC1NCC#CC=1N(C2=CC=CC(=C2C1)NC1CCN(CC1)C)CC(F)(F)F)S(=O)(=O)N(C)CCOC 3-methoxy-N-(2-methoxyethyl)-N-methyl-4-[(3-{4-[(1-methylpiperidin-4-yl)amino]-1-(2,2,2-trifluoroethyl)-1H-indol-2-yl}prop-2-yn-1-yl)amino]benzene-1-sulfonamide